N12C[C@H](C(CC1)CC2)OC(N[C@@H]2C(CC1=CC(=CC=C21)C2=C(C=C(C=C2)OCC)Cl)(C)C)=O (S)-quinuclidin-3-yl((R)-5-(2-chloro-4-ethoxyphenyl)-2,2-dimethyl-2,3-dihydro-1H-inden-1-yl)carbamate